3-amino-9-(3-hydroxy-3-Methylbut-1-yn-1-yl)-5-methyl-2,3-dihydropyrido[3,2-b][1,4]Oxaazepine NC1CN(C2=C(OC1)C(=CC=N2)C#CC(C)(C)O)C